(S)-5-methyl-N-(3-(1-((1-(1-methyl-1H-pyrazol-4-yl)-1H-pyrazolo[3,4-b]pyrazin-6-yl)amino)ethyl)phenyl)nicotinamide CC=1C=NC=C(C(=O)NC2=CC(=CC=C2)[C@H](C)NC2=CN=C3C(=N2)N(N=C3)C=3C=NN(C3)C)C1